(S)-2-(2-hydroxyethoxy)-2-methoxyethane OCCO[C@@H](C)OC